N-[1,2,3,4-tetrahydro-9-(1-methylethyl)-1,4-methanonaphthalen-5-yl]-3-(difluoromethyl)-1-methyl-1H-pyrazole-4-carboxamide CC(C)C1C2CCC1C1=C(C=CC=C21)NC(=O)C=2C(=NN(C2)C)C(F)F